FC=1C=C(C=CC1F)N1[C@@H](CCCC1=O)C1=NC2=C(N1[C@@H]1CC[C@H](CC1)OC)C=CC(=C2)C(C(=O)N)N(C)C (2-((S)-1-(3,4-difluorophenyl)-6-oxopiperidin-2-yl)-1-((trans)-4-methoxycyclohexyl)-1H-benzo[d]imidazol-5-yl)-2-(dimethylamino)acetamide